N-carboxyl-phenyl-phthalimide (R)-1-((2S,3S,5R)-5-(5-fluoro-2,4-dioxo-3,4-dihydropyrimidin-1(2H)-yl)-3-hydroxytetrahydrofuran-2-yl)-2-hydroxyethyl-dihydrogenphosphate FC=1C(NC(N(C1)[C@H]1C[C@@H]([C@H](O1)[C@@H](CO)OP(=O)(O)O)O)=O)=O.C(=O)(O)N1C(C=2C(C1=O)=C(C=CC2)C2=CC=CC=C2)=O